2,3-bis(2,6-di-t-butylphenyl-imino)butane C(C)(C)(C)C1=C(C(=CC=C1)C(C)(C)C)N=C(C)C(C)=NC1=C(C=CC=C1C(C)(C)C)C(C)(C)C